1-((3R,4S,5R,6R)-2-Bromo-3,5-bis((4-chlorobenzyl)oxy)-6-(((4-chlorobenzyl)oxy)methyl)tetrahydro-2H-pyran-4-yl)-4-(3,4,5-trifluorophenyl)-1H-1,2,3-triazole BrC1O[C@@H]([C@@H]([C@@H]([C@H]1OCC1=CC=C(C=C1)Cl)N1N=NC(=C1)C1=CC(=C(C(=C1)F)F)F)OCC1=CC=C(C=C1)Cl)COCC1=CC=C(C=C1)Cl